(difluoro(2-(((S)-1-oxo-4-phenyl-1-((S)-2-((R)-2-phenylmorpholine-4-carbonyl)pyrrolidin-1-yl)butan-2-yl)carbamoyl)benzo[b]thiophen-5-yl)methyl)phosphonic acid FC(C1=CC2=C(SC(=C2)C(N[C@H](C(N2[C@@H](CCC2)C(=O)N2C[C@H](OCC2)C2=CC=CC=C2)=O)CCC2=CC=CC=C2)=O)C=C1)(F)P(O)(O)=O